FC(CN1[C@](C2=CC=C3C(=C2C[C@H]1C)C=NN3)(C)C3=C(C=C(C=C3)NC3CN(C3)CCCF)OC)F N-(4-((6S,8R)-7-(2,2-difluoroethyl)-6,8-dimethyl-6,7,8,9-tetrahydro-3H-pyrazolo[4,3-f]isoquinolin-6-yl)-3-methoxyphenyl)-1-(3-fluoropropyl)azetidin-3-amine